4-(2-aminopropan-2-yl)-2-[6-(5-methyl-4-propyl-4H-1,2,4-triazol-3-yl)pyridin-2-yl]-6-[(2R)-2-methylpyrrolidin-1-yl]-2,3-dihydro-1H-pyrrolo[3,4-c]pyridin-1-one NC(C)(C)C1=NC(=CC2=C1CN(C2=O)C2=NC(=CC=C2)C2=NN=C(N2CCC)C)N2[C@@H](CCC2)C